C(C)(=O)N1N=C(C=C1)OCC(CCC(C(=O)O)(C)C1=CC(=CC=C1)CC(C(=O)OCC)C)(C)C 6-((1-Acetyl-1H-pyrazol-3-yl)oxy)-2-(3-(3-ethoxy-2-methyl-3-oxopropyl)phenyl)-2,5,5-trimethylhexanoic acid